2-(2-bromo-4-chlorobenzo[d]thiazol-6-yloxy)ethylcarbamic acid tert-butyl ester C(C)(C)(C)OC(NCCOC1=CC2=C(N=C(S2)Br)C(=C1)Cl)=O